C(CCNC(=O)O)C[C@@H](C(=O)O)N N6-carboxylysine